(3R)-4-[[tert-butyl-(dimethyl)silyl]oxymethyl]-2,2-dioxo-oxathiazolidine-3-carboxylic acid tert-butyl ester C(C)(C)(C)OC(=O)N1S(OCC1CO[Si](C)(C)C(C)(C)C)(=O)=O